FC(C1=CC=CC(=N1)C1=NC(=NC(=N1)N)N)(F)F (6-trifluoromethylpyridin-2-yl)-2,4-diamino-1,3,5-triazine